3,5-divinylaniline C(=C)C=1C=C(N)C=C(C1)C=C